1-[5-[2-(3-fluorophenyl)ethynyl]-7-methyl-indan-1-yl]-3-methyl-azetidin-3-ol FC=1C=C(C=CC1)C#CC=1C=C2CCC(C2=C(C1)C)N1CC(C1)(O)C